CN1C(=C(C=C1[N+](=O)[O-])C1=NC=CC(=N1)NC=1N=CC2=C(C=CC(=C2C1)C(C)C)N1[C@@H]([C@H](C1)CS(=O)(=O)C)C)C N-(2-(1,2-dimethyl-5-nitro-1H-pyrrol-3-yl)pyrimidin-4-yl)-5-isopropyl-8-((2R,3S)-2-methyl-3-((methylsulfonyl)methyl)azetidin-1-yl)isoquinolin-3-amine